3-(2,6-diazaspiro[3.4]octan-6-yl)-7-(2,8-dimethylimidazo[1,2-b]pyridazin-6-yl)-5-fluorocinnoline C1NCC12CN(CC2)C=2N=NC1=CC(=CC(=C1C2)F)C=2C=C(C=1N(N2)C=C(N1)C)C